2,2'-Azinobis-(3-ethylbenzothiazoline-6-sulfonate) N(N=C1SC2=C(N1CC)C=CC(=C2)S(=O)(=O)[O-])=C2SC1=C(N2CC)C=CC(=C1)S(=O)(=O)[O-]